ClC1=CN=C(S1)COC1=C(C=CC(=N1)C1=CC(=C(CC2=NC3=C(N2[C@@H]2COCC2(C)C)C=C(C=C3)C(=O)O)C=C1F)F)F (S)-2-(4-(6-((5-chlorothiazol-2-yl)methoxy)-5-fluoropyridin-2-yl)-2,5-difluorobenzyl)-1-(4,4-dimethyltetrahydrofuran-3-yl)-1H-benzo[d]imidazole-6-carboxylic acid